methyl (S)-2-(2-(1H-pyrazol-1-yl)ethyl)-7-methyl-3-(2-oxo-2-((((R)-tetrahydrofuran-2-yl)methyl)amino)ethyl)-3,7,8,9-tetrahydro-6H-imidazo[4,5-f]quinoline-6-carboxylate N1(N=CC=C1)CCC=1N(C=2C(=C3CC[C@@H](N(C3=CC2)C(=O)OC)C)N1)CC(NC[C@@H]1OCCC1)=O